(6-azaniumyl-1-{[5-(4-chlorobenzamido)-2-[(4-chlorophenyl)methyl]-3-oxo-1,2,4-thiadiazolidin-4-yl]methoxy}-1-oxohexan-2-yl)dimethylazanium di-trifluoroacetate FC(C(=O)[O-])(F)F.FC(C(=O)[O-])(F)F.[NH3+]CCCCC(C(=O)OCN1C(N(SC1NC(C1=CC=C(C=C1)Cl)=O)CC1=CC=C(C=C1)Cl)=O)[NH+](C)C